(E)-3-(4-bromophenyl)-1-(3-hydroxypyridin-4-yl)prop-2-en-1-one BrC1=CC=C(C=C1)/C=C/C(=O)C1=C(C=NC=C1)O